FC(C1=CC=2N(C=C1)C(=C(N2)C2=C(C=C(C(=C2)F)C(NC)=O)C)C[C@H]2CN(CCO2)C(=O)OC)F methyl (S)-2-((7-(difluoromethyl)-2-(5-fluoro-2-methyl-4-(meth-ylcarbamoyl)phenyl)imidazo[1,2-a]pyridin-3-yl)methyl)morpholine-4-carboxylate